6-chloro-4-(3,3-difluoroazetidin-1-yl)-N-(5-(trifluoromethyl)pyridin-2-yl)pyridin-2-amine ClC1=CC(=CC(=N1)NC1=NC=C(C=C1)C(F)(F)F)N1CC(C1)(F)F